3,7-dimethyl-1-((5-methyl-1H-indol-2-yl)methyl)-8-(2-oxo-1,2-dihydropyrimidin-4-ylamino)-1H-purine-2,6(3H,7H)-dione CN1C(N(C(C=2N(C(=NC12)NC1=NC(NC=C1)=O)C)=O)CC=1NC2=CC=C(C=C2C1)C)=O